Cl.FC1=C(C=CC(=C1F)C=1C=C2C=NC(=NC2=CC1)N[C@@H]1CNCCC1)NS(=O)(=O)CC1=CC=CC=C1 (S)-N-(2,3-difluoro-4-(2-(piperidin-3-ylamino)quinazolin-6-yl)phenyl)-1-phenylmethanesulfonamide hydrochloride